bicyclonon-4-yn C1(CCC#CCCCC1)C1CCCCCCCC1